CC1=C(C(=C(C1([Hf]C=1C(C2=CC(=C(C=C2C1)C)C)CCCCC)C)C)C)C pentamethylcyclopentadienyl(1-pentyl-5,6-dimethylindenyl)hafnium